2-(4-((2-benzyl-1-oxo-1,2,3,4-tetrahydroisoquinolin-6-yl)oxy)-3,5-dichlorophenyl)-3,5-Dioxo-2,3,4,5-tetrahydro-1,2,4-triazine-6-carbonitrile C(C1=CC=CC=C1)N1C(C2=CC=C(C=C2CC1)OC1=C(C=C(C=C1Cl)N1N=C(C(NC1=O)=O)C#N)Cl)=O